C(C=C)SCC(=O)C1=CC=C(C=C1)OC(F)(F)F 2-allylthio-1-(4-trifluoromethoxyphenyl)ethan-1-one